[I-].S1C2=C(C=C1)C(=CC=C2)N2CC[N+](CC2)(CCCCOC2=CC=C1C=CC(NC1=C2)=O)COC(CCCCC)=O 4-(benzo[b]thiophen-4-yl)-1-((hexanoyloxy)methyl)-1-(4-((2-oxo-1,2-dihydroquinoline-7-yl)oxy)butyl)piperazin-1-ium iodide